C(C1=CC=CC=C1)N(C[C@@H](CC=C)O)CC1=CC=CC=C1 (R)-1-(dibenzylamino)pent-4-en-2-ol